O[C@@]1(CC[C@H]2N(CCN(C2)C(=O)OC(C)(C)C)C1)C1=NC=C(C=C1)C(F)(F)F |r| tert-Butyl rac-(7R,9aR)-7-hydroxy-7-[5-(trifluoromethyl)-2-pyridyl]-3,4,6,8,9,9a-hexahydro-1H-pyrido[1,2-a]pyrazine-2-carboxylate